C(C)(C)(C)OC(=O)N1C(C[C@H]([C@@H](C1)[N+](=O)[O-])C1=CC(=C(C=C1)F)F)CC(=O)O 2-((4S,5S)-1-(tert-Butoxycarbonyl)-4-(3,4-difluorophenyl)-5-nitropiperidin-2-yl)acetic acid